3-Chloro-5,6,7,8-tetrahydropyrido[2,3-c]pyridazine ClC1=CC2=C(N=N1)NCCC2